2-[(4S)-2,2,4-trimethylpyrrolidin-1-yl]pyridine CC1(N(C[C@H](C1)C)C1=NC=CC=C1)C